C(#N)C=1N=C(N(C1)COCC[Si](C)(C)C)C(=O)NC=1C(=NC(=CC1)C1=CC2(C=CC(C1)(O2)C(C)(C)C)C(C)(C)C)C2=CCC(CC2)(C)C 4-cyano-N-[6-[1,5-di-tert-butyl-8-oxabicyclo[3.2.1]octa-2,6-dien-3-yl]-2-(4,4-dimethylcyclohexen-1-yl)-3-pyridyl]-1-(2-trimethylsilylethoxymethyl)imidazole-2-carboxamide